2-bromo-4-cyclopropyl-6-nitroaniline BrC1=C(N)C(=CC(=C1)C1CC1)[N+](=O)[O-]